FC=1C=C2C=C(C=NC2=CC1F)NC1=NC(=NC=C1)NC=1C=C(C(=NC1)N1CC(NCC1)=O)OC 4-{5-[4-(6,7-difluoro-3-quinolylamino)-2-pyrimidinylamino]-3-methoxy-2-pyridyl}-2-piperazinone